6-(2,2,2-trifluoroethoxy)pyrimidine-4-carbonitrile FC(COC1=CC(=NC=N1)C#N)(F)F